C[C@H]1[C@@H](CN(C1)CC1=NC=CC=N1)C=1NC(C=2N(C1)C(=NC2)C2CCOCC2)=O (3S,4S)-6-(4-methyl-1-pyrimidin-2-ylmethyl-pyrrolidin-3-yl)-3-(tetrahydro-pyran-4-yl)-7H-imidazo[1,5-a]pyrazin-8-one